N-trimethylsilyl-2,6-dichloroaniline C[Si](NC1=C(C=CC=C1Cl)Cl)(C)C